methyl N-[4-carbamoyl-1-[4-(cyanomethyl)-3-fluoro-1-[[4-(3-furyl)-3-hydroxy-phenyl]methyl]-4-piperidyl]pyrazol-3-yl]carbamate C(N)(=O)C=1C(=NN(C1)C1(C(CN(CC1)CC1=CC(=C(C=C1)C1=COC=C1)O)F)CC#N)NC(OC)=O